C(C)C1=NN2C(N=C(C=C2)N[C@H](C)C2=CC(=CC=3OCC(OC32)(C)CN=[N+]=[N-])F)=C1C(=O)OCCNC(=O)OC(C)(C)C N-(t-butoxycarbonyl)ethanolamine ethyl-5-(((1R)-1-(3-(azidomethyl)-7-fluoro-3-methyl-2,3-dihydrobenzo[b][1,4]dioxin-5-yl)ethyl)amino)pyrazolo[1,5-a]pyrimidine-3-carboxylate